diazaspiro[2.4]heptan N1NC12CCCC2